C(CCCCC)C1(CCC(CC1)CC(CCCC)CC)CCCCCC bis(n-hexyl)(2-ethylhexyl)cyclohexane